OC(C)C1=CN=C2N1C=C(C=C2N2CCN(CC2)C(=O)N(C)C)S(NC2(CC2)C)(=O)=O 4-(3-(1-hydroxyethyl)-6-(N-(1-methylcyclopropyl)sulfamoyl)imidazo[1,2-a]pyridin-8-yl)-N,N-dimethylpiperazine-1-carboxamide